6-((1R,5S)-3,8-diazabicyclo[3.2.1]octan-3-yl)-5-chloro-1-(1-cyclopropyl-1H-pyrazol-4-yl)-1H-indazole [C@H]12CN(C[C@H](CC1)N2)C2=C(C=C1C=NN(C1=C2)C=2C=NN(C2)C2CC2)Cl